(isopropylamino)-3-((3-(phenylthio)pyrazin-2-yl)oxy)propan-2-ol C(C)(C)NCC(COC1=NC=CN=C1SC1=CC=CC=C1)O